ClC=1C=C2CC(N(C2=CC1)CC(=O)NNC=1NCCN1)=O 2-(5-chloro-2-oxo-2,3-dihydro-1H-indol-1-yl)-N'-(4,5-dihydro-1H-imidazol-2-yl)acetohydrazide